O=C1N(CCC(N1)=O)C=1C=CC=NC1 5-(2,4-dioxo-1,3-diazinan-1-yl)pyridin